CC=1C=C2N3C45CCC(CN(CCOC=6N(N=CC6C=6C(NC=C(C(NC3=NC2=CC1)=O)C6)=O)C)C4)C5 5,21-dimethyl-23-oxa-2,9,11,15,20,21,26-heptaazaheptacyclo[24.4.1.1^{1,28}.1^{13,17}.0^{2,10}.0^{3,8}.0^{18,22}]tritriaconta-3,5,7,9,13,17(33),18(22),19-octaene-12,16-dione